ClC1=CC(N(C=C1)C1=CC=C(C=C1)N1N=CC(=C1C(F)(F)F)C(=O)OCC)=O Ethyl 1-(4-(4-chloro-2-oxopyridin-1(2H)-yl)phenyl)-5-(trifluoromethyl)-1H-pyrazole-4-carboxylate